tris(4-fluorophenyl)phosphine sulfide FC1=CC=C(C=C1)P(C1=CC=C(C=C1)F)(C1=CC=C(C=C1)F)=S